C1(CC1)C(C=1N=C2N(C(=NC=C2C2=CC(=NN2C)C)NCC2=C(C=CC3=C2CCO3)F)C1)NC(OC(C)(C)C)=O tert-butyl (cyclopropyl(8-(1,3-dimethyl-1H-pyrazol-5-yl)-5-(((5-fluoro-2,3-dihydrobenzofuran-4-yl)methyl)amino)imidazo[1,2-c]pyrimidin-2-yl)methyl)carbamate